tert-butyl 6-(5-chloro-2-fluorophenyl)-8-({3-[(propan-2-yl)carbamoyl]pyridin-4-yl}amino)-2H,3H,4H-pyrido[3,2-b][1,4]oxazine-4-carboxylate ClC=1C=CC(=C(C1)C=1C=C(C=2OCCN(C2N1)C(=O)OC(C)(C)C)NC1=C(C=NC=C1)C(NC(C)C)=O)F